2-(benzo[b]thiophen-2-yl)octahydropyrrolo[3,4-c]pyrrole S1C2=C(C=C1N1CC3CNCC3C1)C=CC=C2